(R,E)-1-(tert-butylsulfinylimino)-1,3-dihydrospiro[indene-2,4'-piperidine]-1'-carboxylic acid tert-butyl ester C(C)(C)(C)OC(=O)N1CCC2(CC1)\C(\C1=CC=CC=C1C2)=N/[S@](=O)C(C)(C)C